(2-isobutyl-3-methylbenzothien-6-yl)boric acid C(C(C)C)C=1SC2=C(C1C)C=CC(=C2)OB(O)O